14-((N-Hexanoyl-N-methylglycyl)oxy)-1,15-bis(hexylthio)-8-((4-hydroxybutyl)-(methyl)amino)pentadecan-2-yl decanoate C(CCCCCCCCC)(=O)OC(CSCCCCCC)CCCCCC(CCCCCC(CSCCCCCC)OC(CN(C)C(CCCCC)=O)=O)N(C)CCCCO